5-(1-((Benzyloxy)methyl)-2-oxabicyclo[2.2.2]octan-4-yl)-1H-pyrazole-3-carbaldehyde C(C1=CC=CC=C1)OCC12OCC(CC1)(CC2)C2=CC(=NN2)C=O